(S)-2-(4-(2-((4-chlorobenzyl)oxy)pyrimidin-4-yl)-2,5-difluorobenzyl)-1-(4,4-dimethyltetrahydrofuran-3-yl)-4-fluoro-1H-benzo[d]imidazole-6-carboxylic acid ClC1=CC=C(COC2=NC=CC(=N2)C2=CC(=C(CC3=NC4=C(N3[C@@H]3COCC3(C)C)C=C(C=C4F)C(=O)O)C=C2F)F)C=C1